4-{pyrazolo[1,5-a]pyrimidin-5-yl}-2-{[(2S)-1-(1H-tetrazol-1-yl)propan-2-yl]oxy}benzonitrile N1=CC=C2N1C=CC(=N2)C2=CC(=C(C#N)C=C2)O[C@H](CN2N=NN=C2)C